N-((R)-1-(((S)-3-(4-chloro-2-methylphenoxy)-1-(4,4,5,5-tetramethyl-1,3,2-dioxaborolan-2-yl)propyl)amino)-3-methoxy-1-oxopropan-2-yl)pyrazine-2-carboxamide ClC1=CC(=C(OCC[C@H](B2OC(C(O2)(C)C)(C)C)NC([C@@H](COC)NC(=O)C2=NC=CN=C2)=O)C=C1)C